FC1=CN(C(C2=CC(=C(C=C12)B1OC(C(O1)(C)C)(C)C)OC)=O)C 4-fluoro-7-methoxy-2-methyl-6-(4,4,5,5-tetramethyl-1,3,2-dioxaborolan-2-yl)isoquinolin-1-one